C(C)(C)(C)OC(=O)N1CC2CN(CC2C1)C=1C=CC=2N(C(N=C(N2)C=2C=C(C=3N(C2)C=C(N3)C)F)=O)C1 5-(2-(8-fluoro-2-methylimidazo[1,2-a]pyridin-6-yl)-4-oxo-4H-pyrido[1,2-a][1,3,5]triazin-7-yl)hexahydropyrrolo[3,4-c]pyrrole-2(1H)-carboxylic acid tert-butyl ester